FC1(CN(C1)C(=O)C=1C=C2N(N1)CC[C@@H]2C2=CC=CC=C2)F |r| Racemic-(3,3-difluoroazetidin-1-yl)-(4-phenyl-5,6-dihydro-4H-pyrrolo[1,2-b]pyrazol-2-yl)methanone